dimethyl-boron nitrogen [N].C[B]C